((4-methoxy-3,5-dimethylpyridin-2-yl)-methyl)(naphthalen-2-yl)carbamic acid tert-butyl ester C(C)(C)(C)OC(N(C1=CC2=CC=CC=C2C=C1)CC1=NC=C(C(=C1C)OC)C)=O